(E)-1-(3-(5-(4-acetylpiperazin-1-yl)thiophene-2-carbonyl)-3,6-diazabicyclo[3.1.1]heptan-6-yl)-4-(dimethylamino)but-2-en-1-one C(C)(=O)N1CCN(CC1)C1=CC=C(S1)C(=O)N1CC2N(C(C1)C2)C(\C=C\CN(C)C)=O